4-bromo-2-(((tert-butyldimethylsilyl)oxy)methyl)thiazole BrC=1N=C(SC1)CO[Si](C)(C)C(C)(C)C